methyl 3-(chloromethyl)-2,5-dimethoxybenzoate ClCC=1C(=C(C(=O)OC)C=C(C1)OC)OC